N-(2-methanesulfonylpyridin-3-yl)pyridine-3-carboxamide CS(=O)(=O)C1=NC=CC=C1NC(=O)C=1C=NC=CC1